[N+](=O)([O-])C=1C=C(CC(CN)N)C=CC1 (3-(nitro)benzyl)ethane-1,2-diamine